COC1=C(C(=O)N)C=C(C=N1)NC(C(=O)N1[C@H](CC[C@@H](C1)C)C=1C=CC2=C(N=C(S2)C2C[C@@H]3[C@@H](CN(C3)C)C2)C1)=O 2-methoxy-5-(2-((2R,5S)-5-methyl-2-(2-((3aR,5s,6aS)-2-methyloctahydrocyclopenta[c]pyrrol-5-yl)benzo[d]thiazol-5-yl)piperidin-1-yl)-2-oxoacetamido)nicotinamide